N-(2-Methoxy-5-(9-(4-(methylsulfonamido)phenyl)-2-oxobenzo[h][1,6]naphthyridin-1(2H)-yl)phenyl)acrylamide COC1=C(C=C(C=C1)N1C(C=CC2=CN=C3C(=C12)C=C(C=C3)C3=CC=C(C=C3)NS(=O)(=O)C)=O)NC(C=C)=O